FC(C(C)(O)C1=CC=C(C=C1)F)CC 3-fluoro-2-(4-fluorophenyl)pentan-2-ol